NCCOC=1C=CC(=C(C1)CCC=O)F 3-(5-(2-aminoethoxy)-2-fluorophenyl)propanal